N5-(4-(dimethylamino)phenethyl)-2-(furan-2-yl)-[1,2,4]triazolo[1,5-a][1,3,5]triazine-5,7-diamine CN(C1=CC=C(CCNC2=NC=3N(C(=N2)N)N=C(N3)C=3OC=CC3)C=C1)C